3-(5-amino-2-(chloromethyl)-8-(1-methyl-6-oxo-1,6-dihydropyridin-3-yl)-[1,2,4]triazolo[1,5-c]pyrimidin-7-yl)benzonitrile NC1=NC(=C(C=2N1N=C(N2)CCl)C2=CN(C(C=C2)=O)C)C=2C=C(C#N)C=CC2